ClC=1C=NN(C1CC1N(C(C2=CC=CC=C12)=O)CC1=CC=C(C=C1)F)C 3-((4-chloro-1-methyl-1H-pyrazol-5-yl)methyl)-2-(4-fluorobenzyl)isoindolin-1-one